OC=1C=C(C=CC1O)/C=C/C(=O)NCC=1N=NN(C1)CC1=CC=C(C=C1)C (E)-3-(3,4-dihydroxyphenyl)-N-((1-(4-methylbenzyl)-1H-1,2,3-triazol-4-yl)methyl)acrylamide